7-(1-methyl-1H-pyrazol-4-yl)-3-(piperazin-1-yl)imidazo[1,2-b]pyridazine hydrochloride Cl.CN1N=CC(=C1)C1=CC=2N(N=C1)C(=CN2)N2CCNCC2